N#[Al] Aluminum NITRIDE